4''-(dibenzo[c,h]acridin-7-yl)-[1,1':4',1''-terphenyl] C1=CC=CC=2C=CC=3C(=C4C=CC5=C(C4=NC3C21)C=CC=C5)C5=CC=C(C=C5)C5=CC=C(C=C5)C5=CC=CC=C5